NCCNC(=O)NC=1C=C(C=2N(C1)C(=C(N2)C)C)NCC2=C(C=CC=C2C)C 1-(2-aminoethyl)-3-(8-((2,6-dimethylbenzyl)amino)-2,3-dimethylimidazo[1,2-a]pyridin-6-yl)urea